C(C)C(CNC(=O)C1=CC(=CC(=C1)C(=O)NCC(CCCC)CC)C(=O)NCC(CCCC)CC)CCCC N1,N3,N5-tris(2-ethylhexyl)-1,3,5-benzenetricarboxamide